C(C)C1=NC(=NO1)C=1C=C2CC[C@H](C2=CC1)NC(=O)C1=CC(=NN1C)C (R)-N-(5-(5-ethyl-1,2,4-oxadiazol-3-yl)-2,3-dihydro-1H-inden-1-yl)-1,3-dimethyl-1H-pyrazole-5-carboxamide